FCCCN1C[C@@H](CC1)OC1=CC(=CC=C1)B1OC(C(O1)(C)C)(C)C (R)-1-(3-fluoropropyl)-3-(3-(4,4,5,5-tetramethyl-1,3,2-dioxaborolan-2-yl)phenoxy)pyrrolidine